2-methoxyisonicotinic acid COC=1C=C(C(=O)O)C=CN1